FC(C1=NC=2C(=NC(=CC2)C(F)(F)F)N1C=1C=C2C=NNC2=CC1)(F)F 5-[2,5-Bis(trifluoromethyl)imidazo[4,5-b]pyridin-3-yl]-1H-indazole